FC(CC(C1=C(C=CC=C1)C)N(C(C(=O)OC(C)C=1N=NN(C1)C(C)C)=O)CC1=CC=C(C=C1)F)(F)F 1-(1-Isopropyltriazol-4-yl)ethanol 2,2,2-trifluoroethyl-2-[(4-fluorophenyl)methyl-(o-tolylmethyl)amino]-2-oxo-acetate